CC1=C2C(=CC(=C1O)O)[C@@]3(CC[C@]4([C@@H]5C[C@](CC[C@@]5(CC[C@@]4(C3=CC2=O)C)C)(C)C(=O)O)C)C The molecule is a pentacyclic triterpenoid with formula C29H38O5, originally isolated from the stems of Tripterygium regelii. It has a role as a plant metabolite. It is a pentacyclic triterpenoid, a hydroxy monocarboxylic acid, a member of catechols, a cyclic terpene ketone and an enone.